FC=1C=C(C=C(C1OC1=CC=NC2=CC(=CC=C12)OC(CO)(C)C)F)C1=NC=CC=C1C(=O)N (3,5-difluoro-4-((7-((1-hydroxy-2-methylpropan-2-yl)oxy)quinolin-4-yl)oxy)phenyl)pyridine-3-carboxamide